NC(=O)CNC(OCC(CCC1=CC=CC=C1)N)=O 2-amino-4-phenylbutyl (aminocarbonyl)methylcarbamate